C(C#CC)N1N=C2C(N(C(C=C2N2[C@H](CN([C@@H](C2)CC)C(C)C=2C=CC3=C(N=C(S3)C)C2F)CC)=O)C)=C1 2-(but-2-yn-1-yl)-7-((2S,5R)-2,5-diethyl-4-(1-(4-fluoro-2-methylbenzo[d]thiazol-5-yl)ethyl)piperazin-1-yl)-4-methyl-2,4-dihydro-5H-pyrazolo[4,3-b]pyridin-5-one